1-(1-(3-cyanophenyl)cyclopropyl)-N-(4-(ethylsulfonyl)benzyl)-2-(trifluoromethyl)-1H-benzo[d]imidazole-5-carboxamide C(#N)C=1C=C(C=CC1)C1(CC1)N1C(=NC2=C1C=CC(=C2)C(=O)NCC2=CC=C(C=C2)S(=O)(=O)CC)C(F)(F)F